C12COCC(CC1)N2CCNC(=O)C=2C=C(C(=NC2)C)NC(=O)C=2C=NN1C2SC(=C1)C1=C2N(N=C1)CCC2 N-(5-((2-(3-oxa-8-azabicyclo[3.2.1]octan-8-yl)ethyl)carbamoyl)-2-methylpyridin-3-yl)-2-(5,6-dihydro-4H-pyrrolo[1,2-b]pyrazol-3-yl)pyrazolo[5,1-b]thiazole-7-carboxamide